acrylic acid isocyanatopropyl ester N(=C=O)CCCOC(C=C)=O